FC(C(=O)O)(F)F.C(C)(=O)O.C(C)(=O)O.C(C)(=O)O triacetic acid trifluoroacetate